5,6-dihydro-8H-imidazo[2,1-c][1,4]Oxazine-3-boronic acid pinacol ester N=1C=C(N2C1COCC2)B2OC(C)(C)C(C)(C)O2